C(C)(C)C1=CC2=C(C(NCC23CC3)=O)N1C 2-isopropyl-1-methyl-spiro[5,6-dihydropyrrolo[2,3-c]pyridine-4,1'-cyclopropane]-7-one